N'-p-coumaroylagmatine C(\C=C\C1=CC=C(C=C1)O)(=O)N(C(N)=N)CCCCN